C(C)OC(=O)C1=C(N(C2=CC=C(C=C12)OCC(CN1N=CC=N1)O)C1=C(C=CC=C1)C)C 5-[2-hydroxy-3-(1,2,3-triazol-2-yl)-propoxy]-2-methyl-1-(methylphenyl)indole-3-carboxylic acid ethyl ester